4-(4-chloro-2-fluorophenyl)but-3-yn-2-ol ClC1=CC(=C(C=C1)C#CC(C)O)F